(5-(2-fluoro-2-methylpropyloxy)-1,3,4-thiadiazol-2-yl)-4-(2-fluoro-6-methoxyphenyl)-6-methylnicotinamide FC(COC1=NN=C(S1)C1=C(C(=O)N)C(=CC(=N1)C)C1=C(C=CC=C1OC)F)(C)C